3,3'-dimethyl-4,4'-biphenylene diisocyanate CC1=C(C=CC(=C1)C2=CC(=C(C=C2)N=C=O)C)N=C=O